CC1=CC=C(C=C1)NC(=S)NC1=CC=C(C=C1)C N,N'-di(4-methylphenyl)thiourea